Methyl 4-(7-chloro-3-(2,6-dimethylphenyl)-2-oxo-3,4-dihydropyrimido[4,5-d]pyrimidin-1(2H)-yl)butanoate ClC1=NC=C2C(=N1)N(C(N(C2)C2=C(C=CC=C2C)C)=O)CCCC(=O)OC